C(C)C1=NC(=NC=C1C=1C=C(C=2N(C1)C=CN2)C)N2CCC(CC2)=O 1-[4-ethyl-5-(8-methylimidazo[1,2-a]pyridin-6-yl)pyrimidin-2-yl]piperidin-4-one